C(CCC)(=O)OC[C@H]([C@H]1OC[C@@H]([C@H]1OC(CCC)=O)OC(CCC)=O)OC(CCC)=O [(2R)-2-butanoyloxy-2-[(2R,3R,4S)-3,4-di(butanoyloxy)tetrahydrofuran-2-yl]ethyl] butanoate